COC1=CC(=NC(=N1)C1=NC(=NO1)C(C)(C)C1=CC=CC=C1)O 6-methoxy-2-[3-(2-phenylpropan-2-yl)-1,2,4-oxadiazol-5-yl]pyrimidin-4-ol